C(C)(C)(C)OC(=O)N1C(C(C(CC1)(F)F)=O)CO[C@@H]1CC[C@@H](CC1)C1=CC=CC=C1 4,4-difluoro-3-oxo-2-({[(cis)-4-phenylcyclohexyl]oxy}methyl)piperidine-1-carboxylic acid tert-butyl ester